FC=1C=C(C=CC1F)N1C(=NC=2N(C(N(C(C12)=O)CCCO)=O)C)C1=CCC(CC1)C(F)(F)F 7-(3,4-difluorophenyl)-1-(3-hydroxypropyl)-3-methyl-8-(4-(trifluoromethyl)cyclohex-1-en-1-yl)-3,7-dihydro-1H-purine-2,6-dione